methyl (S)-5-methoxy-3,4-dihydro-2H-pyrrole-2-carboxylate COC=1CC[C@H](N1)C(=O)OC